N-[(3,5-difluoropyridin-2-yl)methyl]-2-[(3R)-3-(methoxymethyl)[1,4'-bipiperidin]-1'-yl]-1,3-thiazol-5-carboxamide FC=1C(=NC=C(C1)F)CNC(=O)C1=CN=C(S1)N1CCC(CC1)N1C[C@@H](CCC1)COC